FC=1C=C(C=CC1OC)S(/C=C/CNC(=O)C1=CC2=C(NC1=O)CCCCC2)(=O)=N N-[(2E)-3-[(3-fluoro-4-methoxyphenyl)(imino)oxo-λ6-sulfanyl]prop-2-en-1-yl]-2-oxo-1H,2H,5H,6H,7H,8H,9H-cyclohepta[b]pyridine-3-carboxamide